methyl-5-Hydroxy-pyridinecarboxylate COC(=O)C1=NC=C(C=C1)O